CC1CCCC1 METHYLCYCLOPENTANE